2,7-dibromodibenzodioxin BrC1=CC2=C(OC3=C(O2)C=CC(=C3)Br)C=C1